2-methyl-7-(5-{5H,6H,7H,8H,9H-[1,2,4]triazolo[4,3-a]azepin-3-yl}pyrrolo[2,3-b]pyridin-1-yl)-[1,2,4]triazolo[4,3-a]pyridin-3-one CN1N=C2N(C=CC(=C2)N2C=CC=3C2=NC=C(C3)C3=NN=C2N3CCCCC2)C1=O